(-)-1,3-butanediol C(CC(C)O)O